C1(=CC=CC=C1)[C@H]1CC=NN1C(=O)[C@H]1C[C@@H]2C(CNC2)=C1 (3aR,5S,6aS)-5-((R)-5-phenyl-4,5-dihydro-pyrazole-1-carbonyl)hexahydrocyclopenta[C]pyrrole